2,2,2-Trifluoro-N-[methyl(oxo)(3R)-pyrrolidin-3-yl-λ6-sulfanylidene]acetamide FC(C(=O)N=S([C@H]1CNCC1)(=O)C)(F)F